2-(2-chloro-3-fluoro-5-methylphenoxymethyl)-3,5-difluoropyridine ClC1=C(OCC2=NC=C(C=C2F)F)C=C(C=C1F)C